C(C)(C)(C)S(=O)(=O)C[C@H](C1CC1)N1C([C@@](C[C@@H]([C@H]1C1=CC(=C(C=C1)Cl)F)C1=CC(=CC=C1)Cl)(C)CC(=O)NC1=CC(=C(C(=O)O)C=C1)OC)=O 4-(2-((3R,5R,6S)-1-((S)-2-(tert-butyl-sulfonyl)-1-cyclopropyl-ethyl)-6-(4-chloro-3-fluorophenyl)-5-(3-chlorophenyl)-3-methyl-2-oxopiperidin-3-yl)acetamido)-2-methoxybenzoic acid